4-bromo-5-chloro-1,3-benzodioxole BrC1=C(C=CC=2OCOC21)Cl